FC1=C(C(=CC(=C1)F)C1CCC2(OCCO2)CC1)O 2,4-difluoro-6-(1,4-dioxaspiro[4.5]decan-8-yl)phenol